hexazine N1=NN=NN=N1